N-(5-cyano-2-(4-(2,4-difluorophenoxy)piperidin-1-yl)phenyl)-3,5-dimethylpyrazine-2-carboxamide C(#N)C=1C=CC(=C(C1)NC(=O)C1=NC=C(N=C1C)C)N1CCC(CC1)OC1=C(C=C(C=C1)F)F